N1N=NN=C1C1=CC=C(C=C1)CC(=O)O 2-[4-(1H-1,2,3,4-tetrazol-5-yl)phenyl]acetic acid